COC1=CC=C2C=CC=C(C2=C1)N 7-methoxynaphthalen-1-amine